N-[1-(3,3-dimethylcyclopentyl)-2-[4-(3,5-dimethyl-1H-pyrazol-4-yl)anilino]-2-oxo-ethyl]-2-isopropyl-pyrazole-3-carboxamide CC1(CC(CC1)C(C(=O)NC1=CC=C(C=C1)C=1C(=NNC1C)C)NC(=O)C=1N(N=CC1)C(C)C)C